O1C(CCCCCCCC\C=C/CCCC1)=O (Z)-oxacyclohexadec-11-en-2-one